F[C@@H]1CCOC2=C(S1(=O)=O)C=C(C=C2F)C(=O)O (4S)-4,9-difluoro-5,5-dioxo-3,4-dihydro-2H-1,5λ6-benzoxathiepine-7-carboxylic acid